O1NC=NC1=O 2H-1,2,4-oxadiazol-5-one